2-imino-8-((7-methoxyquinolin-4-yl)methyl)-2λ6-thia-8-azaspiro[4.5]decane 2-oxide N=S1(CC2(CC1)CCN(CC2)CC2=CC=NC1=CC(=CC=C21)OC)=O